FC1=C2C(C(N=C(C2=CC=C1)C=1C(NC2=CC=CC=C2C1)=O)(C)C)(C)C 3-(5-fluoro-3,3,4,4-tetramethyl-3,4-dihydroisoquinolin-1-yl)quinolone